3-(1H-indol-3-yl)-N-(4-morpholinophenyl)acrylamide N1C=C(C2=CC=CC=C12)C=CC(=O)NC1=CC=C(C=C1)N1CCOCC1